C(C1=CC=CC=C1)(=O)NCCNC(=O)C1=CC2=C(N(C(NC2=O)=O)C2CC2)N=C1 N-[2-(benzoylamino)ethyl]-1-cyclopropyl-2,4-dioxo-1,2,3,4-tetrahydropyrido[2,3-d]pyrimidine-6-carboxamide